CCC(=O)N[C@@H](CCSC)C(=O)O The molecule is an N-acyl-L-alpha-amino acid obtained by formal condensation of the carboxy group of propanoic acid with the amino group of L-methionine. It is a L-methionine derivative and a N-(fatty acyl)-L-alpha-amino acid. It derives from a propionic acid. It is a conjugate acid of a N-propanoyl-L-methioninate.